(R,E)-2-(4,8-dimethylnona-3,7-dien-1-yl)-2,5,7,8-tetramethylchroman-6-ol C\C(=C/CC[C@]1(OC2=C(C(=C(C(=C2CC1)C)O)C)C)C)\CCC=C(C)C